[Cl-].[NH4+].C(C1=CC=CC=C1)N1C(N(C=C1)C)C 1-benzyl-2,3-dimethylimidazole ammonium chloride